triethylammonium tetra(phenyl)borate C1(=CC=CC=C1)[B-](C1=CC=CC=C1)(C1=CC=CC=C1)C1=CC=CC=C1.C(C)[NH+](CC)CC